2-(diphenylphosphino)benzaldehyde oxime C1(=CC=CC=C1)P(C1=C(C=NO)C=CC=C1)C1=CC=CC=C1